(1H-benzo[d][1,2,3]triazol-1-yl)(4-(7-((2-(trimethylsilyl)ethoxy)methyl)-7H-pyrrolo[2,3-d]pyrimidin-4-yl)-3,4-dihydro-2H-1,4-thiazin-6-yl)methanone N1(N=NC2=C1C=CC=C2)C(=O)C2=CN(CCS2)C=2C1=C(N=CN2)N(C=C1)COCC[Si](C)(C)C